BrC=1C=CC(=NC1)N1CC2C(C1)CC(C2)=O 2-(5-Bromopyridin-2-yl)hexahydrocyclopenta[c]pyrrol-5(1H)-one